methyl 2-(4-((2-chloro-7,8-dihydro-6H-thiopyrano[3,2-d]pyrimidin-4-yl)amino)-2-fluorophenyl)acetate ClC=1N=C(C2=C(N1)CCCS2)NC2=CC(=C(C=C2)CC(=O)OC)F